N-((2-(trimethylsilyl)ethoxy)methyl)benzenesulfonamide C[Si](CCOCNS(=O)(=O)C1=CC=CC=C1)(C)C